FC=1C=C2C=CC=NC2=C(C1)NS(=O)(=O)C1=CC(=CC(=C1)C)C N-(6-fluoroquinolin-8-yl)-3,5-dimethylbenzenesulfonamide